C(=O)(O)CN[C@@H](CCC(=O)[O-])C(=O)[O-].[NH4+].[NH4+] ammonium carboxymethylglutamate